C(C)(C)(C)[Si](C1=CC=CC=C1)(C1=CC=CC=C1)OCC(CC=1C2=C(N(C1C=1C(=NC=CC1)[C@H](C)OC)CC)SC=C2)(C)C tert-butyl-[3-[6-ethyl-5-[2-[(1S)-1-methoxyethyl]-3-pyridyl]thieno[2,3-b]pyrrol-4-yl]-2,2-dimethyl-propoxy]-diphenyl-silane